C(C)(C)(C)[Si](C)(C)OCCOC1=C(C=C(C=C1C)C#C)C t-butyl-(2-(4-ethynyl-2,6-dimethylphenoxy)ethoxy)dimethylsilane